(2-fluorophenyl)(methyl)((6-(5-(trifluoromethyl)-1,2,4-oxadiazol-3-yl)pyridin-3-yl)imino)-λ6-sulfanone FC1=C(C=CC=C1)S(=O)(=NC=1C=NC(=CC1)C1=NOC(=N1)C(F)(F)F)C